(S)-5-benzyl-N-(5-methyl-4-oxo-2,3,4,5-tetrahydropyrido[3,2-b][1,4]Oxazepin-3-yl)-4H-1,2,4-triazole-3-carboxamide C(C1=CC=CC=C1)C=1NC(=NN1)C(=O)N[C@@H]1C(N(C2=C(OC1)C=CC=N2)C)=O